O=C1NC(CCC1N1C(C2=CC=CC(=C2C1)NC(CCCC)=O)=O)=O N-(2-(2,6-dioxopiperidin-3-yl)-1-oxoisoindol-4-yl)pentanamide